2,6-dichloro-4-(trifluoromethoxy)aniline ClC1=C(N)C(=CC(=C1)OC(F)(F)F)Cl